S(=O)(=O)([O-])[O-].[Na+].P(=O)(O)(O)O.[Na+] sodium dihydrogen phosphate sodium sulfate